[P].C(CCCCCCC)OCC(O)CO 1-octyl-glycerol phosphorus